(R)-N-(6-(6-cyclopropylimidazo[1,2-b]pyridazin-3-yl)pyridin-2-yl)-5-azaspiro[2.4]heptan-7-amine C1(CC1)C=1C=CC=2N(N1)C(=CN2)C2=CC=CC(=N2)N[C@H]2CNCC21CC1